[Si](OC)(OC)(OOC)OOC dimethyl dimethoxy silicate